CC(=CCC[C@@H](C)O)C (2R)-6-Methyl-5-hepten-2-ol